tetramethyl ((5-(((1,3-dihydroxy-2-(hydroxymethyl)propan-2-yl)(methyl)amino)methyl)-1,3-phenylene)bis(ethane-2,1-diyl))bis(phosphonate) OCC(CO)(CO)N(C)CC=1C=C(C=C(C1)CCP(OC)(OC)=O)CCP(OC)(OC)=O